4-[(1ξ)-1-aminoethyl]-6-(1-methyl-cyclopropyl)-2-[6-(4-propyl-4H-1,2,4-triazol-3-yl)pyridin-2-yl]-2,3-dihydro-1H-pyrrolo[3,4-c]pyridin-1-one NC(C)C1=NC(=CC2=C1CN(C2=O)C2=NC(=CC=C2)C2=NN=CN2CCC)C2(CC2)C